COC1=CC=C(CSC2=CC(NN=C2)=O)C=C1 5-((4-methoxybenzyl)thio)pyridazin-3(2H)-one